2-(2-hydroxyethoxy)ethan-1-ol OCCOCCO